NN1C(=NC=C2C1=CN=N2)NC2=CC=C(C=C2)F 4-amino-5-(4-fluoroanilino)-pyrazolo[3,4]pyrimidine